4-benzyloxy-3-[3-(2-chloro-4-fluoro-benzoyl)-3,8-diazabicyclo[3.2.1]octan-8-yl]-N-methyl-N-propyl-benzenesulfonamide C(C1=CC=CC=C1)OC1=C(C=C(C=C1)S(=O)(=O)N(CCC)C)N1C2CN(CC1CC2)C(C2=C(C=C(C=C2)F)Cl)=O